3-(4-bromophenyl)-1H-indole BrC1=CC=C(C=C1)C1=CNC2=CC=CC=C12